6-(difluoromethyl)-1-[3-(2-ethyl-4-hydroxy-5-methyl-pyrazol-3-yl)-1H-1,2,4-triazol-5-yl]imidazo[1,5-a]pyrazine-3-carboxamide FC(C=1N=CC=2N(C1)C(=NC2C2=NC(=NN2)C=2N(N=C(C2O)C)CC)C(=O)N)F